tert-butyl (2S,4S)-2-[(6-chloropyrazolo[3,4-d]pyrimidin-1-yl)methyl]-4-(trifluoromethyl)pyrrolidine-1-carboxylate ClC1=NC=C2C(=N1)N(N=C2)C[C@H]2N(C[C@H](C2)C(F)(F)F)C(=O)OC(C)(C)C